C(#C)C1=CC=C(C=C1)N1CC2(CC1=O)C(N(C(CC2)=O)C(=O)OC(C)(C)C)=O tert-Butyl 2-(4-ethynylphenyl)-3,6,8-trioxo-2,7-diazaspiro[4.5]decane-7-carboxylate